CC(C)(C)S(=O)N=CC1=CC=C(C=C1)C=1N(C=C(N1)C(F)(F)F)C 2-methyl-N-[[4-[1-methyl-4-(trifluoromethyl)imidazol-2-yl]phenyl]methylene]propane-2-sulfinamide